fluoroborate-biquinoline N1=C(C=CC2=CC=CC=C12)C1=NC2=CC=CC=C2C=C1.F[B-](F)(F)F